[N+](=O)([O-])C1=CC=C(N[C@@H]2CN(CC2)C(C)=O)C=C1 (S)-1-(3-(4-nitroanilino)pyrrolidin-1-yl)ethanone